NC1=NC=C(C2=C1C=NN2COCC[Si](C)(C)C)NC(=O)C(=O)N(CC2=NC=C(C=C2)C(F)(F)F)C(C)C2=NC=CC=N2 N-[4-amino-1-(2-trimethylsilylethoxymethyl)pyrazolo[4,3-c]pyridin-7-yl]-N'-(1-pyrimidin-2-ylethyl)-N'-[[5-(trifluoromethyl)-2-pyridyl]methyl]oxamide